C(C1=CC=CC=C1)(=O)OC[C@@H]1[C@@]([C@@H]2[C@@H](OC(O2)(C)C)O1)(C=C)O ((3aR,5R,6R,6aR)-6-hydroxy-2,2-dimethyl-6-vinyltetrahydrofuro[2,3-d][1,3]dioxol-5-yl)methyl benzoate